Tin(II) oleate C(CCCCCCC\C=C/CCCCCCCC)(=O)[O-].[Sn+2].C(CCCCCCC\C=C/CCCCCCCC)(=O)[O-]